Ethyl 2,2-difluoro-3-(4-(1-Boc-6-fluoro-1H-indol-3-yl) thiophen-2-yl)-3-hydroxypropionate FC(C(=O)OCC)(C(O)C=1SC=C(C1)C1=CN(C2=CC(=CC=C12)F)C(=O)OC(C)(C)C)F